tert-butyl 2-(2-bromoethoxy)ethylcarbamate BrCCOCCNC(OC(C)(C)C)=O